4-(1-methyl-2-oxo-1,2-dihydroquinolin-6-oxy)butanoic acid CN1C(C=CC2=CC(=CC=C12)OCCCC(=O)O)=O